C(C1=CC=CC=C1)(C1=CC=CC=C1)(C1=CC=CC=C1)N1N=NN=C1C(C)O 1-(1-trityl-1H-tetrazol-5-yl)ethanol